FC1=C(C=CC(=C1)F)[C@H](C)NC(C(C)C=1C(NC2=CC=NC=C2C1C(F)(F)F)=O)=O N-[(1S)-1-(2,4-difluorophenyl)ethyl]-2-[2-oxo-4-(trifluoromethyl)-1H-1,6-naphthyridin-3-yl]propanamide